C(C)OC1=CC=CC(=N1)C1=NC=2C(=NC(=CN2)NS(=O)(=O)C)N1C(C)C N-(2-(6-ethoxypyridin-2-yl)-1-isopropyl-1H-imidazo[4,5-b]pyrazin-6-yl)methanesulfonamide